C(#N)C[C@@H]1N=C(C=2C(=C(SC2N2C(=NN=C12)C)C)C)C1=CC=C(OC2CC3(C2)CCN(CC3)C(=O)OC(C)(C)C)C=C1 tert-butyl 2-[4-[(9S)-9-(cyanomethyl)-4,5,13-trimethyl-3-thia-1,8,11,12-tetrazatricyclo[8.3.0.02,6]trideca-2(6),4,7,10,12-pentaen-7-yl]phenoxy]-7-azaspiro[3.5]nonane-7-carboxylate